N-[2-[(2R)-1-[2-(6-ethoxypyrazin-2-yl)-1,3-thiazole-5-carbonyl]pyrrolidin-2-yl]pyridin-4-yl]cyclopropanesulfonamide IMINODISUCCINATE N(C(C(=O)O)CC(=O)O)C(C(=O)O)CC(=O)O.C(C)OC1=CN=CC(=N1)C=1SC(=CN1)C(=O)N1[C@H](CCC1)C1=NC=CC(=C1)NS(=O)(=O)C1CC1